ClC1=CC(=C(C=C1)N(C(=O)[C@H]1N(C([C@H]([C@H]1O)O)=O)C1=NC(=CC(=C1)C(F)(F)F)C)C)F (2S,3S,4S)-N-(4-chloro-2-fluorophenyl)-3,4-dihydroxy-N-methyl-1-(6-methyl-4-(trifluoromethyl)pyridin-2-yl)-5-oxopyrrolidine-2-carboxamide